N-(2-(4-(4-methylpiperazin-1-yl)phenyl)propan-2-yl)-4,9-dioxo-4,9-dihydrothiazolo[5,4-g]isoquinoline-2-carboxamide CN1CCN(CC1)C1=CC=C(C=C1)C(C)(C)NC(=O)C=1SC=2C(C=3C=CN=CC3C(C2N1)=O)=O